6,6'-divinyl-2,2'-bipyridine C(=C)C1=CC=CC(=N1)C1=NC(=CC=C1)C=C